3-bromo-1-3-chloropyridin-2-yl-1H-pyrazole BrC1=NN(C=C1)C1=NC=CC=C1Cl